ClC1=CC(=C(C=C1F)C=CC(=O)NC1=C(C(=NN1)C1=CC=NC=C1)C)F 3-(4-chloro-2,5-difluorophenyl)-N-(4-methyl-3-(pyridin-4-yl)-1H-pyrazol-5-yl)propenamide